2-(2,6-dioxopiperidin-3-yl)-5-(3-ethynyl-3-hydroxyazetidin-1-yl)-2,3-dihydro-1H-isoindole-1,3-dione O=C1NC(CCC1N1C(C2=CC=C(C=C2C1=O)N1CC(C1)(O)C#C)=O)=O